2-((cyclopropylmethyl)(6-(trifluoromethyl)-2,3-dihydrobenzofuran-3-yl)amino)-2-oxoacetic acid C1(CC1)CN(C(C(=O)O)=O)C1COC2=C1C=CC(=C2)C(F)(F)F